FC1=C(C=C(C=C1)NCCCC1=CC=CC=C1)CCC(=O)O 3-(2-Fluoro-5-(3-phenylpropylamino)phenyl)propionic acid